OC1=CC(=NN1C(=O)OC(C)(C)C)C(=O)OC 1-(tert-butyl) 3-methyl 5-hydroxy-1H-pyrazole-1,3-dicarboxylate